2,5-furanDiformic acid O1C(=CC=C1C(=O)O)C(=O)O